O=C1C(=CC(=CN1)C(=O)O)C(F)(F)F 6-oxo-5-(trifluoromethyl)-1H-pyridine-3-carboxylic acid